S1N=C(C=C1)C=1NC=CC1 isothiazolylAzole